COC(=O)C=1C=CC2=C(N(C(=N2)CC2=CC=C(C=C2)OC2=NC(=CC=C2)COC2=C(C=C(C=C2)C#N)F)C[C@H]2OCC2)C1 (S)-2-(4-((6-((4-cyano-2-fluorophenoxy)methyl)pyridine-2-yl)oxy)benzyl)-1-(oxetan-2-ylmethyl)-1H-benzo[d]imidazole-6-carboxylic acid methyl ester